COC1=CC=C(CNCCNC(OC(C)(C)C)=O)C=C1 tert-Butyl (2-((4-methoxybenzyl)amino)ethyl)carbamate